3-(2,6-dichloro-4-pyridinyl)-6-(difluoromethyl)imidazo[1,2-b]pyridazine ClC1=NC(=CC(=C1)C1=CN=C2N1N=C(C=C2)C(F)F)Cl